C(C)OC(=O)C1=C(C=2N(N=C1)C(=C(N2)C(F)(F)F)C2=CC(=CC(=C2)Cl)Cl)N2CCOCC2 3-(3,5-dichlorophenyl)-8-(morpholin-4-yl)-2-(trifluoromethyl)imidazo[1,2-b]Pyridazine-7-carboxylic acid ethyl ester